ethyl 2-chloro-3-(2,4-difluorophenyl)-3-oxopropanoate ClC(C(=O)OCC)C(=O)C1=C(C=C(C=C1)F)F